ClC1=CC=C2C(=NC=3N(C2=C1)C=NN3)N(C=3C=C(C=CC3)C=3C=CC(=NC3)C3(CC3)C#N)C 1-(5-(3-((8-chloro-[1,2,4]triazolo[4,3-a]quinazolin-5-yl)(methyl)amino)phenyl)pyridin-2-yl)cyclopropane-1-carbonitrile